N-(3-methoxybenzyl)-4-((2-(2-((3-methoxybenzyl)oxy)ethoxy)ethoxy)methyl)-N-(3-(2-methoxyethoxy)benzyl)thiazol-2-amine COC=1C=C(CN(C=2SC=C(N2)COCCOCCOCC2=CC(=CC=C2)OC)CC2=CC(=CC=C2)OCCOC)C=CC1